2-[(4-chloro-2-fluorobenzyl)oxy]-5-fluoro-4-[(3S)-3-methylpiperazin-1-yl]pyrimidine, trifluoroacetate salt FC(C(=O)O)(F)F.ClC1=CC(=C(COC2=NC=C(C(=N2)N2C[C@@H](NCC2)C)F)C=C1)F